(p-toluenesulfonylamino)-diphenylamine CC1=CC=C(C=C1)S(=O)(=O)NN(C1=CC=CC=C1)C1=CC=CC=C1